BrC1=NN(C(=N1)NCCC(O)C1=CC(=C(C=C1)Cl)F)COCC[Si](C)(C)C 3-((3-bromo-1-((2-(trimethylsilyl)ethoxy)methyl)-1H-1,2,4-triazol-5-yl)amino)-1-(4-chloro-3-fluorophenyl)propan-1-ol